C(=O)(O)C1=NC=CC(=C1)C(=O)O 2,4-dicarboxylpyridine